ClC1=C2C=CC=NC2=C(C=C1)C1=NC=C(N1C(C)C)S(=O)(=O)N (5-chloro-8-quinolinyl)-3-isopropyl-imidazole-4-sulfonamide